[N+](=O)([O-])C1=CC=C(C=C1)OC(=O)N1CCCCC1 Piperidine-1-carboxylic acid (4-nitrophenyl) ester